C(CC)(=O)O[S+](C)C dimethyl-sulfonio propionate